BrC1=CC=C(C=C1)C=1C(NC2(N1)CCNCC2)=O 3-(4-bromophenyl)-1,4,8-triazaspiro[4.5]dec-3-en-2-one